NCC=1C(=NC=CC1)N1C[C@H](CC1)N(C)C (S)-1-(3-(aminomethyl)pyridin-2-yl)-N,N-dimethylpyrrolidin-3-amine